4-(4-((2,6-dioxopiperidin-3-yl)amino)-5-fluoro-2-methoxyphenyl)piperazine-1-carboxylic acid tert-butyl ester C(C)(C)(C)OC(=O)N1CCN(CC1)C1=C(C=C(C(=C1)F)NC1C(NC(CC1)=O)=O)OC